((tert-Butyldimethylsilanyloxy)methyl)-1-fluorocyclohexane-1-carboxylic acid [Si](C)(C)(C(C)(C)C)OCC1C(CCCC1)(C(=O)O)F